C1=CSC(=C1)C2=CC=CS2 alpha-bithiophene